BrCC1=C2CN(C(C2=CC=C1)=O)N1C(NC(CC1)=O)=O 1-(4-(bromomethyl)-1-oxoisoindolin-2-yl)dihydropyrimidine-2,4(1h,3h)-dione